(±)-4-(2-Oxo-1,4-dihydro-2H-quinazolin-3-yl)-piperidine-1-carboxylic acid [2-[1,4']bipiperidinyl-1'-yl-2-oxo-1-(1,4,6,7-tetrahydro-pyrazolo[4,3-c]pyridin-5-ylmethyl)-ethyl]-amide N1(CCCCC1)C1CCN(CC1)C([C@@H](CN1CC2=C(CC1)NN=C2)NC(=O)N2CCC(CC2)N2C(NC1=CC=CC=C1C2)=O)=O |r|